tert-butyl ((trans-3-(4-(1-(1,4-dioxaspiro[4.5]decan-8-yl)-1H-pyrazolo[4,3-c]pyridin-6-yl)-3-cyclopropyl-1H-pyrazol-1-yl)cyclobutyl)methyl)(tert-butoxycarbonyl)carbamate O1CCOC12CCC(CC2)N2N=CC=1C=NC(=CC12)C=1C(=NN(C1)[C@@H]1C[C@H](C1)CN(C(OC(C)(C)C)=O)C(=O)OC(C)(C)C)C1CC1